tert-butyl (4-(hydroxymethyl)-1-methyl-1H-pyrazol-3-yl)carbamate OCC=1C(=NN(C1)C)NC(OC(C)(C)C)=O